(2R,3S,4R,5R)-2-(2-(2-amino-3-bromoquinolin-7-yl)ethyl)-2-methyl-5-(4-methyl-7H-pyrrolo[2,3-d]pyrimidin-7-yl)tetrahydrothiophene-3,4-diol NC1=NC2=CC(=CC=C2C=C1Br)CC[C@]1(S[C@H]([C@@H]([C@@H]1O)O)N1C=CC2=C1N=CN=C2C)C